C(C)NC1CCCCC1 n-EthylcycloHexylamine